FC1=C(C(=O)C2=CNC3=NC=C(C=C32)C=3C=CC(=NC3)N3CCN(CC3)C(=O)OC(C)(C)C)C(=CC=C1NS(=O)(=O)N1C[C@@H](CC1)F)F tert-butyl 4-[5-[3-[2,6-difluoro-3-[[(3R)-3-fluoropyrrolidin-1-yl] sulfonylamino]benzoyl]-1H-pyrrolo[2,3-b]pyridin-5-yl]-2-pyridyl]piperazine-1-carboxylate